1,2,3,6-tetrahydro-[1,1'-biphenyl] C1(CCC=CC1)C1=CC=CC=C1